ClC=1C(=C(C=CC1OCC1CC1)NC=1C2=C(N=CN1)C=CC(=N2)N2[C@H]1CN([C@@H](C2)CC1)C(=O)OC(C)(C)C)F (1R,4R)-tert-butyl 5-(4-((3-chloro-4-(cyclopropylmethoxy)-2-fluorophenyl)amino)pyrido[3,2-d]pyrimidin-6-yl)-2,5-diazabicyclo[2.2.2]octane-2-carboxylate